C(=O)(O)[C@@H](CCOC1=CC=CC=C1)[NH2+]C (R)-1-carboxy-N-methyl-3-phenoxypropan-1-aminium